OC1(C=C(C(=O)C2=CC=CC=C2)C=CC1(O)O)O 3,4,3,4-tetrahydroxybenzophenone